(E)-N-((1,2,3,5,6,7-hexahydro-s-indacen-4-yl)carbamoyl)-3-(5-methylhexahydropyrrolo[3,4-c]pyrrol-2(1H)-yl)prop-1-ene-1-sulfonamide C1CCC2=C(C=3CCCC3C=C12)NC(=O)NS(=O)(=O)\C=C\CN1CC2CN(CC2C1)C